C(C)(C)(C)OC(NCCC1CCN(CC1)C=1C=C2C(N(C(C2=CC1)=O)C1C(NC(CC1)=O)=O)=O)=O tert-butyl(2-(1-(2-(2,6-dioxopiperidin-3-yl)-1,3-dioxoisoindolin-5-yl)piperidin-4-yl)ethyl)carbamate